methoxyyttrium CO[Y]